CC(C(O)(C)C)OC(NCCCCCCNC(OCCO)=O)=O trimethyl-4,13-dioxo-3,14-dioxa-5,12-diazahexadecane-1,16-diol